(1R,3S)-3-(3-{[(6-methoxypyrazin-2-yl)acetyl]amino}-1H-pyrazol-5-yl)cyclopentyl (2S)-butan-2-ylcarbamate C[C@@H](CC)NC(O[C@H]1C[C@H](CC1)C1=CC(=NN1)NC(CC1=NC(=CN=C1)OC)=O)=O